(4-(bis(4-methoxybenzyl)amino)-2-butoxyimidazo[2,1-f][1,2,4]triazin-7-yl)(2-(pyrrolidin-1-ylmethyl)phenyl)methanol COC1=CC=C(CN(C2=NC(=NN3C2=NC=C3C(O)C3=C(C=CC=C3)CN3CCCC3)OCCCC)CC3=CC=C(C=C3)OC)C=C1